1-(4-(6-chloro-7-(2-ethynyl-phenyl)quinazolin-4-yl)piperazin-1-yl)prop-2-en-1-one ClC=1C=C2C(=NC=NC2=CC1C1=C(C=CC=C1)C#C)N1CCN(CC1)C(C=C)=O